(R)-(6-Cyclopropyl-imidazo[1,5-a]pyrazin-5-yl)-[1-(3-fluoro-4-methoxy-phenyl)-1H-[1,2,3]triazol-4-yl]-methanol C1(CC1)C=1N=CC=2N(C1[C@@H](O)C=1N=NN(C1)C1=CC(=C(C=C1)OC)F)C=NC2